Neodymium Nitrate [N+](=O)([O-])[O-].[Nd+3].[N+](=O)([O-])[O-].[N+](=O)([O-])[O-]